3a,7β-Dihydroxy-5β-cholan O[C@H]1C[C@H]2C[C@@H]([C@H]3[C@@H]4CC[C@H]([C@@H](CCC)C)[C@]4(CC[C@@H]3[C@]2(CC1)C)C)O